C(CCCCCCCCCCC)(=O)OC(CN(CC(CCCCCC)OC(CCCCCCCCCCC)=O)CCCN(C)C)CCCCCC ((3-(dimethylamino)propyl)azanediyl)bis(octane-1,2-diyl) didodecanoate